CC1=NN=C(O1)C1=NC(=NC=C1)OC1=CC=C(C=C1)C(C)(C)C1=CC=C(OC2CC(C2)NC(OC(C)(C)C)=O)C=C1 tert-butyl ((1r,3r)-3-(4-(2-(4-((4-(5-methyl-1,3,4-oxadiazol-2-yl)pyrimidin-2-yl) oxy)phenyl)propan-2-yl)phenoxy)cyclobutyl)carbamate